(2R,3R,4R,5S)-3-ethynyl-5-(iodomethyl)-2-(6-(((4-methoxyphenyl)diphenylmethyl)amino)-9H-purin-9-yl)tetrahydrofuran-3,4-diol C(#C)[C@@]1([C@@H](O[C@@H]([C@H]1O)CI)N1C2=NC=NC(=C2N=C1)NC(C1=CC=CC=C1)(C1=CC=CC=C1)C1=CC=C(C=C1)OC)O